N1=CC=CC2=CC=CC(=C12)COC1=CC=CC(=N1)C1CCN(CC1)CC1=NC=2C(=NC(=CC2)C(=O)[O-])N1C[C@H]1OCC1 (S)-2-((4-(6-(quinolin-8-ylmethoxy)pyridin-2-yl)piperidin-1-yl)methyl)-3-(oxaCyclobutan-2-ylmethyl)-3H-imidazo[4,5-b]pyridine-5-carboxylate